(2S)-2-[[isopropyl(methyl)carbamoyl]amino]-4-[2-phenoxyethyl-[4-(5,6,7,8-tetrahydro-1,8-naphthyridin-2-yl)butyl]amino]butanoic acid C(C)(C)N(C(=O)N[C@H](C(=O)O)CCN(CCCCC1=NC=2NCCCC2C=C1)CCOC1=CC=CC=C1)C